((2S,5R)-5-aminotetrahydro-2H-pyran-2-yl)methanol hydrochloric acid Salt Cl.N[C@@H]1CC[C@H](OC1)CO